N-(6-Chloropyridazin-3-yl)-1,3-benzothiazol-2-amine ClC1=CC=C(N=N1)NC=1SC2=C(N1)C=CC=C2